4-(7-fluoroimidazo[1,2-a]pyridin-3-yl)-7-((6-(((1S,2R)-2-hydroxycyclopentyl)oxy)pyridin-2-yl)amino)isoindolin-1-one FC1=CC=2N(C=C1)C(=CN2)C2=C1CNC(C1=C(C=C2)NC2=NC(=CC=C2)O[C@@H]2[C@@H](CCC2)O)=O